FC(CN(C1=NC=2N(C3=CC=C(C(=C13)F)F)C(=NN2)C)C2=CC(=CC(=C2)C#CC2(CC2)C)F)F N-(2,2-difluoroethyl)-6,7-difluoro-N-(3-fluoro-5-((1-methylcyclopropyl)ethynyl)phenyl)-1-methyl-[1,2,4]triazolo[4,3-a]quinazolin-5-amine